COC1=C(C(=O)O)C=C(C=C1)COC1COC1 2-methoxy-5-((oxetan-3-yloxy)methyl)benzoic acid